OC(CC(=O)[O-])C beta-hydroxybutyrate